2-(2-amino-6-fluoro-4-(4,4,5,5-tetramethyl-1,3,2-dioxaborolan-2-yl)phenoxy)ethan-1-ol NC1=C(OCCO)C(=CC(=C1)B1OC(C(O1)(C)C)(C)C)F